1-(9-bromononyl)-4-methyl-2,6,7-trioxabicyclo[2.2.2]octane BrCCCCCCCCCC12OCC(CO1)(CO2)C